BrC1=CC(=C(C(=O)OC)C=C1)C1(CCCC1)C#N methyl 4-bromo-2-(1-cyanocyclopentyl)benzoate